3-methyl-1-(4-isopropylphenyl)-2-pyrazolin-5-one CC1=NN(C(C1)=O)C1=CC=C(C=C1)C(C)C